O=C1NC(CCC1N1C(C2=CC=CC(=C2C1=O)NCCCCCCC(=O)N1CCC(CC1)C1=CC=C(C(=O)N2CCC(CC2)CCCCNC(\C=C\C=2C=NC=CC2)=O)C=C1)=O)=O (E)-N-(4-(1-(4-(1-(7-((2-(2,6-dioxopiperidin-3-yl)-1,3-dioxoisoindolin-4-yl)amino)heptanoyl)piperidin-4-yl)benzoyl)piperidin-4-yl)butyl)-3-(pyridin-3-yl)acrylamide